6-chloromethyl-3-(4-fluoro-phenyl)-7H-imidazo[1,5-a]pyrazin-8-one ClCC=1NC(C=2N(C1)C(=NC2)C2=CC=C(C=C2)F)=O